tris(2,3-dimethyl-phenyl)aluminum CC1=C(C=CC=C1C)[Al](C1=C(C(=CC=C1)C)C)C1=C(C(=CC=C1)C)C